1-ethyl-3-(3-fluoro-4-((1-(2-methyl-6-(1H-pyrazol-1-yl)pyridin-3-yl)piperidin-4-yl)methyl)pyridin-2-yl)urea C(C)NC(=O)NC1=NC=CC(=C1F)CC1CCN(CC1)C=1C(=NC(=CC1)N1N=CC=C1)C